3-((1r,4r)-4-(3-bromo-2-(trifluoromethyl)phenoxy)cyclohexyl)propanal BrC=1C(=C(OC2CCC(CC2)CCC=O)C=CC1)C(F)(F)F